1-Tert-butyl 5-(2-(dimethylcarbamoyl)-4-fluorobenzofuran-5-yl)-3,6-dihydropyridine-1(2H)-carboxylate CN(C(=O)C=1OC2=C(C1)C(=C(C=C2)C2=CCCN(C2)C(=O)OC(C)(C)C)F)C